(R)-2,2-Difluoro-2'-(4-fluorophenyl)-3'-(6-methyl-1H-pyrazolo[3,4-b]pyridin-4-yl)-5'H,7'H-spiro[cyclopropane-1,6'-pyrazolo[5,1-b][1,3]oxazine] FC1(C[C@]12CN1C(OC2)=C(C(=N1)C1=CC=C(C=C1)F)C1=C2C(=NC(=C1)C)NN=C2)F